C(CCC)OC(\C=C/C(=O)O)=O.C(C)(=O)OC=C vinyl acetate monobutyl-maleate